2'-(acetoxymethyl)-6'-(dimethoxymethyl)-5-fluoro-4-(1-fluoroethyl)-1',4'-dihydro-[3,4'-bipyridine]-3',5'-dicarboxylic acid 3'-ethyl 5'-methyl ester COC(=O)C=1C(C(=C(NC1C(OC)OC)COC(C)=O)C(=O)OCC)C=1C=NC=C(C1C(C)F)F